BrC1=C(C=CC(=C1)NC(OC(C)(C)C)=O)C1=CC=C(C=C1)F tert-Butyl (2-bromo-4'-fluoro-[1,1'-biphenyl]-4-yl)carbamate